(2R,4S)-N-((R,E)-1-methoxy-4-(methylsulfonyl)but-3-en-2-yl)-2-phenyl-4-(trifluoromethyl)piperidine-1-carboxamide COC[C@@H](\C=C\S(=O)(=O)C)NC(=O)N1[C@H](C[C@H](CC1)C(F)(F)F)C1=CC=CC=C1